BrC=1C=C(C(=NC1)F)NC1=NC(=NC=C1)Cl N-(5-bromo-2-fluoropyridin-3-yl)-2-chloropyrimidin-4-amine